C1(=CC=CC2=CC=CC=C12)C1=CC=CC2=CC=CC=C12 (±)-1,1'-binaphthyl